N-(2-(2-((6-chlorohexyl)oxy)ethoxy)ethyl)-2-diazo-3',6'-bis(3-(4-methylpiperazine-1-carbonyl)azetidin-1-yl)-3-oxo-2,3-dihydrospiro[indene-1,9'-xanthene]-6-carboxamide ClCCCCCCOCCOCCNC(=O)C1=CC=C2C(C(C3(C4=CC=C(C=C4OC=4C=C(C=CC34)N3CC(C3)C(=O)N3CCN(CC3)C)N3CC(C3)C(=O)N3CCN(CC3)C)C2=C1)=[N+]=[N-])=O